C(C)NCC=1C=NN(C1C(=O)O)CC1=CC=C(C=C1)OC 4-((ethylamino)methyl)-1-(4-methoxybenzyl)-1H-pyrazole-5-carboxylic acid